[N+](=O)([O-])C=1C=C(CN2C(OC3=C(C2)C=CC(=C3)OC3=NC=CC=N3)=O)C=CC1 3-(3-nitrobenzyl)-7-(pyrimidin-2-yloxy)-3,4-dihydro-2H-benzo[e][1,3]oxazin-2-one